CC1N(C2=CC=CC=C2C1)C(=O)C1=CC=C(C=C1)S(=O)(=O)NC1=CC=C(C=C1)C 4-(2-methylindoline-1-carbonyl)-N-(p-tolyl)benzenesulfonamide